tert-butyl (2S,4S)-2-[(3,4-difluorophenyl)-ethyl-carbamoyl]-4-fluoro-pyrrolidine-1-carboxylate FC=1C=C(C=CC1F)N(C(=O)[C@H]1N(C[C@H](C1)F)C(=O)OC(C)(C)C)CC